O1CCC(CC1)=CC(=O)OCC ethyl 2-(oxan-4-ylidene)acetate